5-methyl-1-[6-[5-[(6-methylpyridazin-3-yl)amino]benzimidazol-1-yl]-3-[rac-(2R,4S)-4-(difluoromethyl)oxolan-2-yl]pyridin-2-yl]pyrazole-3-carbonitrile CC1=CC(=NN1C1=NC(=CC=C1[C@@H]1OC[C@H](C1)C(F)F)N1C=NC2=C1C=CC(=C2)NC=2N=NC(=CC2)C)C#N |r|